(1'R,2'R)-4-(4-hydroxybutyl)-5'-methyl-2'-(prop-1-en-2-yl)-1',2',3',4'-Tetrahydro-[1,1'-biphenyl]-2,6-diol OCCCCC=1C=C(C(=C(C1)O)[C@H]1[C@@H](CCC(=C1)C)C(=C)C)O